N-[2-(2,4-dichlorophenyl)ethyl]-2-[1-[(2,3-difluorophenyl)methyl]-5-oxopyrrolidin-2-yl]acetamide ClC1=C(C=CC(=C1)Cl)CCNC(CC1N(C(CC1)=O)CC1=C(C(=CC=C1)F)F)=O